N-(1-(azetidin-3-yl)-3-cyclopropyl-1H-pyrazol-4-yl)-4-(4-(methylsulfonyl)thiophen-2-yl)-5-(trifluoromethyl)pyrimidin-2-amine N1CC(C1)N1N=C(C(=C1)NC1=NC=C(C(=N1)C=1SC=C(C1)S(=O)(=O)C)C(F)(F)F)C1CC1